Cl.S1C2=C(C=C1)C(=CC=C2)C#N benzo[b]Thiophene-4-carbonitrile hydrochloride